C(=O)N(C)C(C(=O)N)CC (N-formyl-N-methylamino)butanamide